ethyl 5-cyano-4-[5-[(3,4-difluorophenyl)methylcarbamoyl]-2-thienyl]-2-[2-(4-fluorophenyl)ethyl]-6-hydroxy-pyridine-3-carboxylate C(#N)C=1C(=C(C(=NC1O)CCC1=CC=C(C=C1)F)C(=O)OCC)C=1SC(=CC1)C(NCC1=CC(=C(C=C1)F)F)=O